ethyl 2-[5-(bromomethyl)-4-chloro-6-oxo-pyridazin-1-yl]acetate BrCC1=C(C=NN(C1=O)CC(=O)OCC)Cl